N1C=C(C2=CC=CC=C12)C=CC(=O)N1CCNC2=CC=C(C=C12)OC 3-(1H-indol-3-yl)-1-(7-methoxy-1,2,3,4-tetrahydroquinoxalin-1-yl)prop-2-en-1-one